FC(CN1CCNCC1)(F)C1CCN(CC1)CC1CCN(CC1)C1=C2C(N(C(C2=CC=C1)=O)C1C(NC(CC1)=O)=O)=O 4-[4-[[4-(1,1-difluoro-2-piperazin-1-yl-ethyl)-1-piperidyl]methyl]-1-piperidyl]-2-(2,6-dioxo-3-piperidyl)isoindoline-1,3-dione